(E)-2-(2-methylphenyl)-methoxyiminoacetic acid CC1=C(C=CC=C1)\C(\C(=O)O)=N/OC